CN(C1=CC=CC=C1)C (R)-dimethylaniline